N-((5,6-dichloro-1H-benzo[d]imidazol-2-yl)methyl)-3-(1-methyl-1H-pyrazol-4-yl)-6-morpholinoimidazo[1,2-b]pyridazin-8-amine ClC1=CC2=C(NC(=N2)CNC=2C=3N(N=C(C2)N2CCOCC2)C(=CN3)C=3C=NN(C3)C)C=C1Cl